NC1=NC2=C(N1CCN(CCOC1=C(C=NN1C)C1=CC(=CN(C1=O)C)C(=O)OC)CC(F)F)C=C(C=C2)Br methyl 5-[5-(2-{[2-(2-amino-6-bromo-1,3-benzodiazol-1-yl) ethyl] (2,2-difluoroethyl) amino} ethoxy)-1-methylpyrazol-4-yl]-1-methyl-6-oxopyridine-3-carboxylate